1-propyl-5-{3-[3-(trifluoromethyl)phenyl]-1,2,4-oxadiazol-5-yl}-1H-1,2,3-benzotriazole C(CC)N1N=NC2=C1C=CC(=C2)C2=NC(=NO2)C2=CC(=CC=C2)C(F)(F)F